C(C)N1CC(CC1=O)C(=O)NC1=CC(=C(C=C1)OC)OCC1=CC=NC=C1 1-ethyl-N-[4-methoxy-3-(4-pyridylmethoxy)phenyl]-5-oxo-3-pyrrolidinecarboxamide